NC1=C2N=CN(C2=NC=N1)[C@H]1[C@@H]([C@@H]([C@H](O1)C(=O)NCCCNCCC1=CC=CC=C1)O)O (2S,3S,4R,5R)-5-(6-amino-9H-purin-9-yl)-3,4-dihydroxy-N-(3-(phenethylamino)propyl)tetrahydrofuran-2-carboxamide